C(#C)C1=C(N)C=CC(=C1)C(F)(F)F 2-ethynyl-4-(trifluoromethyl)aniline